2-[(3R)-piperidin-3-yl]acetamide N1C[C@H](CCC1)CC(=O)N